C(=O)O.OC1(CC1)C(=O)N 1-hydroxycyclopropane-1-carboxamide formate